ClC1=CC2=C(C(=N1)C=1C=C3CCN(CC3=CC1)C(=O)OC(C)(C)C)C=CS2 tert-butyl 6-(6-chlorothieno[3,2-c]pyridin-4-yl)-3,4-dihydro-1H-isoquinoline-2-carboxylate